5-bromo-2-chloro-N-(2-(methylsulfanyl)phenyl)pyrimidin-4-amine BrC=1C(=NC(=NC1)Cl)NC1=C(C=CC=C1)SC